9-[6-(cyclohexyloxy)pyridin-3-yl]-3,4-dihydropyrazino[2,1-c][1,2,4]thiadiazine 2,2-dioxide C1(CCCCC1)OC1=CC=C(C=N1)C1=NC=CN2C1=NS(CC2)(=O)=O